C(C)(C)(C)OC(N[C@@H]1C2=C(N=CS2)CC12CCN(CC2)C=2C=1N(C(=C(N2)C)Br)N=CC1)=O N-[(6S)-1'-(7-bromo-6-methyl-pyrazolo[1,5-a]pyrazin-4-yl)spiro[4,6-dihydro-cyclopenta[D]thiazol-5,4'-piperidin]-6-yl]carbamic acid tert-butyl ester